sodium-iron salt [Fe].[Na]